3-(2-nitroanilino)propan-1-ol [N+](=O)([O-])C1=C(NCCCO)C=CC=C1